ClC1=CC=C(C(=N1)C(=O)O)NC(C)C=1C=C(C=C2C(N(C(=NC12)N1CCN(CC1)C1=CC=NC=C1)C)=O)C 6-Chloro-3-((1-(3,6-dimethyl-4-oxo-2-(4-(pyridin-4-yl)piperazin-1-yl)-3,4-dihydroquinazolin-8-yl)ethyl)amino)picolinic acid